5-(Azetidin-3-yloxy)-2-((1S,3R)-2-(2,2-difluoroethyl)-3-methyl-2,3,4,9-tetrahydro-1H-pyrido[3,4-b]indol-1-yl)thiazole N1CC(C1)OC1=CN=C(S1)[C@H]1N([C@@H](CC2=C1NC1=CC=CC=C21)C)CC(F)F